2,2-difluoroethyl (4-(tert-butyl)-3-(3,3-difluorocyclobutyl)-1-methyl-1H-pyrazol-5-yl)carbamate C(C)(C)(C)C=1C(=NN(C1NC(OCC(F)F)=O)C)C1CC(C1)(F)F